N[C@H](C(=O)NC)CCCC1CCCCCC1 (S)-2-amino-5-cycloheptyl-N-methylpentanamide